N,5-dimethyl-1H-pyrazol-3-amine CNC1=NNC(=C1)C